(3R,4S)-3-((benzo[d][1,3]dioxolyloxy)methyl)-4-(4-fluorophenyl)piperidine O1C(OC2=C1C=CC=C2)OC[C@H]2CNCC[C@@H]2C2=CC=C(C=C2)F